3-Fluoro-5-methyl-6-[[3-(trifluoromethyl)phenyl]methyl]-2-[3-(trifluoromethyl)-1H-pyrazol-1-yl]pyridine FC=1C(=NC(=C(C1)C)CC1=CC(=CC=C1)C(F)(F)F)N1N=C(C=C1)C(F)(F)F